rac-(4bS,5R,6R,7S,7aR)-4b,5-dihydroxy-4-methoxy-7-phenyl-7a-(4-(trifluoromethyl)phenyl)-4b,6,7,7a-tetrahydro-5H-cyclopenta(4,5)furo[2,3-c]pyridine-6-carboxylic acid O[C@@]12[C@@](OC=3C=NC=C(C31)OC)([C@@H]([C@H]([C@H]2O)C(=O)O)C2=CC=CC=C2)C2=CC=C(C=C2)C(F)(F)F |r|